5-amino-3-(difluoromethyl)benzo[d]oxazol-2(3H)-one NC=1C=CC2=C(N(C(O2)=O)C(F)F)C1